C(CCC)(C=1C(=C(C(=CC1)O)C(C)(C)C)C)C=1C(=C(C(=CC1)O)C(C)(C)C)C 4,4'-butylidene-bis(2-tert-butyl-m-cresol)